C1=CC=C(C=C1)[C@@H](CC(=O)[O-])[NH3+] The molecule is an optically active form of 3-ammonio-3-phenylpropanoate having (R)-configuration. It is an enantiomer of a (S)-3-ammonio-3-phenylpropanoate. It is a tautomer of a (R)-3-amino-3-phenylpropanoic acid.